N-[(1R)-1-(4-Bromophenyl)ethyl]-2-methyl-5-(4-methylpiperazin-1-yl)benzamide BrC1=CC=C(C=C1)[C@@H](C)NC(C1=C(C=CC(=C1)N1CCN(CC1)C)C)=O